(R)-4-(5-((2-chloro-6-fluorophenyl)amino)-6-fluoro-1H-indazol-1-yl)-N-(tetrahydrofuran-3-yl)thiophene-2-carboxamide ClC1=C(C(=CC=C1)F)NC=1C=C2C=NN(C2=CC1F)C=1C=C(SC1)C(=O)N[C@H]1COCC1